ClC1=C(C=CC=C1)[C@H](C)NC=1C(=NC(=NC1)C(=O)O)C1CC1 (S)-5-((1-(2-Chlorophenyl)ethyl)amino)-4-cyclopropylpyrimidine-2-carboxylic acid